BrC=1C(=NC=CC1)N1N=CC(=C1C(F)(F)F)C(=O)NC1=CC(=C(C=C1)OC1=C2C(=NC=C1)NC(N2C(C)C)=O)F 1-(3-bromopyridin-2-yl)-N-(3-fluoro-4-((1-isopropyl-2-keto-2,3-dihydro-1H-imidazo[4,5-b]pyridin-7-yl)oxy)phenyl)-5-(trifluoromethyl)-1H-pyrazole-4-carboxamide